N4-{[1-(methoxymethyl)cyclobutyl]methyl}-N4-methyl-5-nitro-6'-propyl-5'-(trifluoromethyl)[2,3'-bipyridin]-4,6-diamine COCC1(CCC1)CN(C1=CC(=NC(=C1[N+](=O)[O-])N)C=1C=NC(=C(C1)C(F)(F)F)CCC)C